(R)-N-(3'-(1-acetyl-4-acryloylpiperazin-2-yl)-5'-chloro-[1,1'-biphenyl]-3-yl)acetamide C(C)(=O)N1[C@@H](CN(CC1)C(C=C)=O)C=1C=C(C=C(C1)Cl)C1=CC(=CC=C1)NC(C)=O